10-phenylacridinium tetrafluoroborate F[B-](F)(F)F.C1(=CC=CC=C1)[N+]1=C2C=CC=CC2=CC2=CC=CC=C12